NC1COCC2N(C(C(NC21)=O)=O)CC2=CC=CC=C2 8-amino-4-benzyl-1,4a,5,7,8,8a-hexahydropyrano[3,4-b]pyrazine-2,3-dione